{4-[2-(2-acetamido-4,7-dihydro-4-oxo-3H-pyrrolo[2,3-d]pyrimidin-5-yl)ethyl]benzoyl}-L-glutamic acid diethyl ester tosylate S(=O)(=O)(O)C1=CC=C(C)C=C1.C(C)OC([C@@H](NC(C1=CC=C(C=C1)CCC1=CNC=2N=C(NC(C21)=O)NC(C)=O)=O)CCC(=O)OCC)=O